C(#N)C(C)(C)C=1C=C(C(=NC1)C(=O)NC1=C(N=NC(=C1)C(F)(F)F)NC)S(=O)(=O)CC 5-(1-cyano-1-methylethyl)-3-ethylsulfonyl-N-[3-(methylamino)-6-(trifluoromethyl)pyridazin-4-yl]pyridine-2-carboxamide